N-(3-acetamidopropyl)carbamic acid tert-butyl ester C(C)(C)(C)OC(NCCCNC(C)=O)=O